BrC=1C=C2C(=C(N(C2=CC1)C)C(=O)C1=CC=CC=C1)\N=N\C1=CC=C(C=C1)C (E)-(5-bromo-1-methyl-3-(p-tolyldiazenyl)-1H-indol-2-yl)(phenyl)methanone